C1(CC1)CN(N)C=1C=CC=C2C(C(N(C12)C(=O)OC(C)(C)C)=O)(C)C tert-butyl 7-(1-(cyclopropylmethyl)hydrazineyl)-3,3-dimethyl-2-oxoindoline-1-carboxylate